C(C)(C)C1=C(C=CC=C1)C1=NC=C2N(C(N(C2=N1)CC1=CC=C(C=C1)C=1N=CN(C1)C)=O)C 2-(2-isopropylphenyl)-7-methyl-9-(4-(1-methyl-1H-imidazol-4-yl)benzyl)-7,9-dihydro-8H-purin-8-one